CC1C2=C(NC(CC1)=O)C=CC=C2 5-methyl-1,3,4,5-tetrahydro-2H-benzo[b]azepin-2-one